3-(4-(3-(1-(4-chlorophenyl)piperidin-4-yl)azetidin-1-yl)-3-methyl-2-oxo-2,3-dihydro-1H-benzo[d]imidazol-1-yl)piperidine-2,6-dione ClC1=CC=C(C=C1)N1CCC(CC1)C1CN(C1)C1=CC=CC=2N(C(N(C21)C)=O)C2C(NC(CC2)=O)=O